COC=1C=C(C(=O)NC=2SC=CN2)C=CC1 3-methoxy-N-(1,3-thiazol-2-yl)benzamide